COC=1C(=C(C=CC1)C1=CC=CC=C1)[N+](=O)[O-] methoxy-2-nitro-1,1'-biphenyl